((2R,3S,4R,5R)-5-cyano-3,4-dihydroxy-5-(4-((((pivaloyloxy)methoxy)carbonyl) amino)pyrrolo[2,1-f][1,2,4]triazin-7-yl)tetrahydrofuran-2-yl)methyl (S)-2-amino-3,3-dimethylbutanoate N[C@H](C(=O)OC[C@H]1O[C@]([C@@H]([C@@H]1O)O)(C1=CC=C2C(=NC=NN21)NC(=O)OCOC(C(C)(C)C)=O)C#N)C(C)(C)C